benzyl 4-(4-chloro-2-methoxyphenyl)piperazine-1-carboxylate ClC1=CC(=C(C=C1)N1CCN(CC1)C(=O)OCC1=CC=CC=C1)OC